ClC1=C(C=CC(=C1)Cl)CNC1=NN2C(NC(=CC2=O)C(F)(F)F)=N1 2-[(2,4-dichlorophenyl)methylamino]-5-(trifluoromethyl)-4H-[1,2,4]triazolo[1,5-a]pyrimidin-7-one